(2R,5S)-5-(aminomethyl)-2-[4-(4-fluorophenoxy)phenyl]-1,4-thiazepan-3-one NC[C@H]1NC([C@H](SCC1)C1=CC=C(C=C1)OC1=CC=C(C=C1)F)=O